dihydroxy-5,8-dimethyl-3,4-dihydroisoquinolin-1(2H)-one OC1=C(C(=C2CCNC(C2=C1C)=O)C)O